methacrylic amide laurate C(CCCCCCCCCCC)(=O)O.C(C(=C)C)(=O)N